(1R)-1-{5-[2-(trifluoromethoxy)phenyl]-1,2,4-oxadiazol-3-yl}-6-azaspiro[2.5]octane-6-sulfonamide FC(OC1=C(C=CC=C1)C1=NC(=NO1)[C@@H]1CC12CCN(CC2)S(=O)(=O)N)(F)F